N-(3-methoxybenzyl)-4-(piperidin-1-ylmethyl)-N-(4-(pyrrolidin-1-yl)benzyl)aniline COC=1C=C(CN(C2=CC=C(C=C2)CN2CCCCC2)CC2=CC=C(C=C2)N2CCCC2)C=CC1